CO\N=C(\C(=O)OC)/C1=C(C(=CC=C1)C)CO/N=C(\C)/C1=CC=C(C=C1)C Methyl (2E)-2-methoxyimino-2-[3-methyl-2-[[(E)-1-(p-tolyl)ethylideneamino]oxymethyl]phenyl]acetate